C(C)NC(=O)C1=C(C=CC(=C1)F)NC(CC1CCN(CCC1)C(=O)OCCCC)=O Butyl 4-(2-((2-(ethylcarbamoyl)-4-fluorophenyl)amino)-2-oxoethyl)azepane-1-carboxylate